O=C(CN([C@@H]([C@@H](O)C)C(=O)O)C(=O)OCC1=CC=CC=C1)C1=CC=CC=C1.C(C)(=O)C(CCCCNC(CCC(=O)N(O)CCCCCNC(C(CC(=O)CCCCCN)NO)=O)=O)NO N'-{5-Acetyl(hydroxy)amino-pentyl}-N-5-({4-(5-aminopentyl)(hydroxy)amino-4-oxobutanoyl}-amino)pentyl-N-hydroxysuccinamide 2-OXO-2-PHENYLETHYL-((BENZYLOXY)CARBONYL)-L-ALLOTHREONINATE